(4-((2-(4-methylpiperazin-1-yl)ethyl)amino)-6-((pyridin-3-ylmethyl)amino)-1,3,5-triazin-2-yl)-L-lysine CN1CCN(CC1)CCNC1=NC(=NC(=N1)NCC=1C=NC=CC1)N[C@@H](CCCCN)C(=O)O